((1,2,3,5,6,7-hexahydro-s-indacen-4-yl)carbamoyl)((4-(2-hydroxypropan-2-yl)furan-2-yl)sulfonyl)amide C1CCC2=C(C=3CCCC3C=C12)NC(=O)[N-]S(=O)(=O)C=1OC=C(C1)C(C)(C)O